ClC1=NC(=C(C=C1C(N1[C@H](CN(CC1)C(=O)OC(C)(C)C)C)=N)Cl)C1=C(C=CC=C1)F tert-butyl (S)-4-((2,5-dichloro-6-(2-fluorophenyl) pyridin-3-yl)(imino) methyl)-3-methylpiperazine-1-carboxylate